FC(C=1C=C(C=C(C1)C(F)(F)F)CN)(F)F (3,5-bis(trifluoromethyl)phenyl)methylamine